Chlorothieno[3,2-c]pyridazin-7-ol ClC1=CC2=C(N=N1)C(=CS2)O